ClC1=CC=2N(C(N(CC2C=N1)C1=C(C=CC=C1C)F)=O)[C@@H]1CC[C@H](CC1)N(C)C Trans-7-chloro-1-[4-(dimethylamino)cyclohexyl]-3-(2-fluoro-6-methyl-phenyl)-4H-pyrido[4,3-d]pyrimidin-2-one